ClC=1C=C2C3=C(N(C2=C(C1)C=1C=C2C(=NC1)NC=C2)CC)C(=NC=C3)C 6-Chloro-9-ethyl-1-methyl-8-(1H-pyrrolo[2,3-b]pyridin-5-yl)-9H-pyrido[3,4-b]indole